CN(S(=O)(=O)C(C)N)C aminoethanesulfonic acid methyl-(methyl amide)